(S)-quinuclidin-3-yl (5-(3-(tert-butyl)phenyl)-2,2-diethyl-2,3-dihydro-1H-inden-1-yl)carbamate C(C)(C)(C)C=1C=C(C=CC1)C=1C=C2CC(C(C2=CC1)NC(O[C@@H]1CN2CCC1CC2)=O)(CC)CC